IC=1C=C(C=CC1OCOC)CCC(=O)O 3-(3-iodo-4-(methoxymethoxy)phenyl)propanoic acid